(2R,3R)-3-methoxy-2-methylazetidine-1-carboxylic acid benzyl ester C(C1=CC=CC=C1)OC(=O)N1[C@@H]([C@@H](C1)OC)C